C(C)(C)C1=C(C=CC=C1)C=1N=C(C2=C(N1)CN(C2)CC#N)NCC2=CC=C(C=C2)C=2N(C=C(N2)C(F)(F)F)C 2-(2-(2-isopropylphenyl)-4-((4-(1-methyl-4-(trifluoromethyl)-1H-imidazol-2-yl)benzyl)amino)-5,7-dihydro-6H-pyrrolo[3,4-d]pyrimidin-6-yl)acetonitrile